C(#N)C=1C(NC2=CN=C(C=C2C1N1CCC(CC1)(C)OC)C(=O)NC1CN(C1)C)=O 3-cyano-4-(4-methoxy-4-methylpiperidin-1-yl)-N-(1-methylazetidin-3-yl)-2-oxo-1,2-dihydro-1,7-naphthyridine-6-carboxamide